7-Methylene-bicyclo[3.3.1]nonan-3-one oxime C=C1CC2CC(CC(C1)C2)=NO